2-Aminooxy-N-[3-(trimethoxysilyl)propyl]propenamide NOC(C(=O)NCCC[Si](OC)(OC)OC)=C